4-(p-toluenesulfonyl)benzophenone CC1=CC=C(C=C1)S(=O)(=O)C1=CC=C(C(=O)C2=CC=CC=C2)C=C1